C(#C)C1=C(C(N(C=2N=C(N=CC21)NC2=C(C=CC=C2)OC)C2=CC=CC=C2)=O)C(=O)N(C)C 5-ethynyl-2-[(2-methoxyphenyl)amino]-N,N-dimethyl-7-oxo-8-phenylpyrido[2,3-d]pyrimidine-6-carboxamide